pyrrolizin-2-ol C1C(=CN2C=CC=C12)O